OC(=O)C(F)(F)F.C1(=CC=CC=C1)[C@@H]1[C@H](C1)NC(=O)[C@@H]1CNC[C@H]1C(=O)N[C@@H]1[C@H](C1)C1=CC=CC=C1 (3S,4S)-N3,N4-bis((1S,2R)-2-phenylcyclopropyl)pyrrolidine-3,4-dicarboxamide TFA salt